1-[(3s)-7-(ethylamino)-5-fluoro-3-methyl-2-oxo-indolin-3-yl]-N,4-diphenyl-piperidine-3-carboxamide C(C)NC=1C=C(C=C2[C@](C(NC12)=O)(C)N1CC(C(CC1)C1=CC=CC=C1)C(=O)NC1=CC=CC=C1)F